CS(=O)(=O)C[C@@H]1[C@H](N(C1)C=1C=NC(=C2C=C(N=CC12)N)C(C)C)C 8-[(2R,3S)-3-(methanesulfonyl-methyl)-2-methylazetidin-1-yl]-5-(propan-2-yl)-2,6-naphthyridin-3-amine